(R)-2-(5-(2-(4,5-dichloro-6-oxopyridazin-1(6H)-yl)acetamido)-2-methylphenylsulfonamido)butanamide ClC=1C=NN(C(C1Cl)=O)CC(=O)NC=1C=CC(=C(C1)S(=O)(=O)N[C@@H](C(=O)N)CC)C